O.S(=O)(=O)([O-])[O-].[Fe+2].[NH4+] ammonium ferrous sulfate hydrate